(R)-3-(benzyloxy)-2-(4-chloro-3-fluorophenoxy)propionic acid C(C1=CC=CC=C1)OC[C@H](C(=O)O)OC1=CC(=C(C=C1)Cl)F